Cl.CC=1C=C(C=CC1C)NC1N(C(=NC(=N1)N)N1CCCC1)C1=CC=C(C=C1)CC N-(3,4-Dimethylphenyl)-N1-(4-ethylphenyl)-6-pyrrolidin-1-yl-[1,3,5]triazine-2,4-diamine hydrochloride